C(C)(C)OC[C@@]1(CN(CC1)CC=1C=NC=CC1)CCC=1SC=CC1 (S)-3-((3-(isopropoxy-methyl)-3-(2-(thiophen-2-yl)ethyl)pyrrolidin-1-yl)methyl)pyridine